ClC=1N=C2C(=NC1C(S(=O)(=O)N)C1=NC=C(C=C1)C)N(C(=N2)C2=NC(=CC=C2)OCC)C2=C(C=CC=C2OC)OC (5-chloro-1-(2,6-dimethoxyphenyl)-2-(6-ethoxypyridin-2-yl)-1H-imidazo[4,5-b]pyrazin-6-yl)-1-(5-methylpyridin-2-yl)methanesulfonamide